N-hydroxy-5-(8-methoxy-5-oxo-5,6-dihydro-11H-indolo[3,2-c]isoquinolin-11-yl)pentanamide ONC(CCCCN1C2=CC=C(C=C2C=2NC(C3=CC=CC=C3C21)=O)OC)=O